FC1=C(C=C(C=C1)F)[C@@]12N(CCC2C1)C1=NC=2N(C=C1)N=CC2C(=O)NNC(C(C)(C)O)=O 5-((1R)-1-(2,5-difluorophenyl)-2-azabicyclo[3.1.0]Hexane-2-yl)-N'-(2-hydroxy-2-methylpropionyl)pyrazolo[1,5-a]Pyrimidine-3-carbohydrazide